ClC1=CC=CC(=N1)CNC1=C2N=CN(C2=NC(=N1)C=1C=NC=C(C1)OC)[C@H]1[C@@H]([C@@H]([C@H](O1)C(=O)NC)O)O (2S,3S,4R,5R)-5-(6-(((6-chloropyridin-2-yl)methyl)amino)-2-(5-methoxypyridin-3-yl)-9H-purin-9-yl)-3,4-dihydroxyl-N-methyltetrahydrofuran-2-carboxamide